3-(3-(3-fluoro-5-(6-fluoropyrazolo[1,5-a]pyridine-3-carboxamido)-4-methylphenyl)-1,2,4-oxadiazol-5-yl)azetidine-1-carboxylic acid methyl ester COC(=O)N1CC(C1)C1=NC(=NO1)C1=CC(=C(C(=C1)NC(=O)C=1C=NN2C1C=CC(=C2)F)C)F